N1=CC=CC2=CC=C3C(=C12)SC1=C3C=CC=C1 benzo[4,5]thieno[3,2-h]quinoline